3-(3-chloro-4-methoxyphenyl)propanal ClC=1C=C(C=CC1OC)CCC=O